tert-butyl((5-(2-fluorophenyl)-1-((3-((2-(methylamino)-2-oxoethyl)thio)phenyl)sulfonyl)-1H-pyrrol-3-yl)methyl)(methyl)carbamate C(C)(C)(C)OC(N(C)CC1=CN(C(=C1)C1=C(C=CC=C1)F)S(=O)(=O)C1=CC(=CC=C1)SCC(=O)NC)=O